2-Methyl-2,3,7,8,9,9a-hexahydro-1H-benzo[de]isoquinolin-5-amine CN1CC2CCCC=3C2=C(C1)C=C(C3)N